tert-butyl (R)-methyl(piperidine-3-yl)carbamate CN(C(OC(C)(C)C)=O)[C@H]1CNCCC1